C(C)OC(=O)C=1C(=NC(=NC1)N(C)CCN(C)C)Cl 4-chloro-2-((2-(dimethylamino)ethyl)(methyl)amino)pyrimidine-5-carboxylic acid ethyl ester